benzo[d]Thiazole-7-carboxylic acid ethyl ester C(C)OC(=O)C1=CC=CC=2N=CSC21